C(C)OC=1C=C2CCN=CC2=CC1OCC 6,7-diethoxy-3,4-dihydroisoquinoline